3-(azetidin-1-yl)aniline N1(CCC1)C=1C=C(N)C=CC1